4,7-dichlorothieno[2,3-d]Pyridazine ClC1=C2C(=C(N=N1)Cl)SC=C2